rac-5-[[2-[2-(6-Isoquinolyl)-5-methyl-1-piperidyl]-2-oxo-acetyl]amino]pyridine-3-carboxamide C1=NC=CC2=CC(=CC=C12)C1N(CC(CC1)C)C(C(=O)NC=1C=C(C=NC1)C(=O)N)=O